3,5-bis(N,N-dimethylcarbamyloxy)benzyl chloride CN(C(=O)OC=1C=C(CCl)C=C(C1)OC(N(C)C)=O)C